O(C(C)C)C(=O)[C@H](C)NP([O-])(=S)N[C@@H](C)C(=O)OC(C)C N,N'-bis[(S)-1-(isopropoxylcarbonyl)ethyl]thiophosphorodiamidate